2,2',2''-(10-{3-[2-(4-ethoxyphenyl)ethoxy]-1-methoxy-1-oxopropan-2-yl}-1,4,7,10-tetraazacyclododecane-1,4,7-triyl)triacetic acid C(C)OC1=CC=C(C=C1)CCOCC(C(=O)OC)N1CCN(CCN(CCN(CC1)CC(=O)O)CC(=O)O)CC(=O)O